tert-butyl (2-oxo-2-((4-(3-(pyrimidin-4-yl)phenyl)thiazol-2-yl)amino)ethyl)carbamate O=C(CNC(OC(C)(C)C)=O)NC=1SC=C(N1)C1=CC(=CC=C1)C1=NC=NC=C1